7-(3,5-dimethylphenoxy)-1,2,3,4,9,10-hexahydroacridin-9-one CC=1C=C(OC2=CC=C3NC=4CCCCC4C(C3=C2)=O)C=C(C1)C